1-methyl-4-(2-(4-methyl-1H-imidazol-2-yloxy)ethyl)piperazine CN1CCN(CC1)CCOC=1NC=C(N1)C